C1(CC1)C=1N=COC1C(=O)N1[C@@H](C2=C(CC1)NC=N2)C=2OC1=C(N2)C=C(C=C1)F (S)-(4-cyclopropyloxazol-5-yl)(4-(5-fluorobenzo[d]oxazol-2-yl)-6,7-dihydro-1H-imidazo[4,5-c]pyridin-5(4H)-yl)methanone